(R)-(4-(3-cyclopentyl-2-oxo-7-(trifluoromethyl)indolin-3-yl)phenyl)boronic acid C1(CCCC1)[C@@]1(C(NC2=C(C=CC=C12)C(F)(F)F)=O)C1=CC=C(C=C1)B(O)O